P(=O)([O-])([O-])[O-].O[NH3+].O[NH3+].O[NH3+] tris(hydroxylammonium) phosphate